6-(4-methoxypyrrolo[2,1-f][1,2,4]triazin-5-yl)-2-methyl-1-((4-methylpyrimidin-2-yl)methyl)-1H-imidazo[4,5-b]pyridine COC1=NC=NN2C1=C(C=C2)C=2C=C1C(=NC2)N=C(N1CC1=NC=CC(=N1)C)C